6-[[4-[[(1S)-2-hydroxy-1-phenyl-ethyl]amino]-5-[3-(trifluoromethyl)-1,2,4-oxadiazol-5-yl]pyrimidin-2-yl]amino]-2-methyl-3,4-dihydro-isoquinolin-1-one OC[C@H](C1=CC=CC=C1)NC1=NC(=NC=C1C1=NC(=NO1)C(F)(F)F)NC=1C=C2CCN(C(C2=CC1)=O)C